tert-Butyl-4-[4-[3-[[2-chloro-6-[3-[3-[1-(trifluoromethyl)cyclopropyl]propoxy]pyrazol-1-yl]pyridine-3-carbonyl]sulfamoyl]pyrazol-1-yl]butyl]-2,2-dimethyl-pyrrolidine C(C)(C)(C)N1C(CC(C1)CCCCN1N=C(C=C1)S(NC(=O)C=1C(=NC(=CC1)N1N=C(C=C1)OCCCC1(CC1)C(F)(F)F)Cl)(=O)=O)(C)C